6-((1-methyl-4-((4-(7-methyl-[1,2,4]triazolo[1,5-a]pyridin-6-yl)piperidin-1-yl)sulfonyl)-1H-pyrazol-5-yl)methyl)-6,7-dihydro-5H-pyrrolo[3,4-b]pyridin-5-one CN1N=CC(=C1CN1CC2=NC=CC=C2C1=O)S(=O)(=O)N1CCC(CC1)C=1C(=CC=2N(C1)N=CN2)C